BrC1=C(C=C(C=C1)C(C)(C)C=1N=C(SC1)N)OC 4-(2-(4-bromo-3-methoxyphenyl)propan-2-yl)thiazol-2-amine